NC1CCN(CC1)CC1[C@@H]2CN(C[C@H]12)C1=CC=C(C=C1)NC1C(NC(CC1)=O)=O 3-((4-((1R,5S,6s)-6-((4-aminopiperidin-1-yl)methyl)-3-azabicyclo[3.1.0]hexan-3-yl)phenyl)amino)piperidine-2,6-dione